methyl 2-[4-[4,6-bis(4-phenylphenyl)-1,3,5-tri-azin-2-yl]-3-hydroxy-phenoxy]propanoate C1(=CC=CC=C1)C1=CC=C(C=C1)C1=NC(=NC(=N1)C1=CC=C(C=C1)C1=CC=CC=C1)C1=C(C=C(OC(C(=O)OC)C)C=C1)O